CS(=O)(=O)N1C=CC2=C(C=CC=C12)B1OC(C(O1)(C)C)(C)C 1-(methylsulfonyl)-4-(4,4,5,5-tetramethyl-1,3,2-dioxaborolan-2-yl)-1H-indole